N-(2-(2,6-dioxopiperidin-3-yl)-1-oxoisoindolin-4-yl)-N8-hydroxyoctanediamide O=C1NC(CCC1N1C(C2=CC=CC(=C2C1)NC(CCCCCCC(=O)NO)=O)=O)=O